BrC1=CC=C(C(=N1)CNC)OCOC 1-(6-bromo-3-(methoxymethoxy)pyridin-2-yl)-N,N-dimethylamine